2,6-bis-tert-butyl-4-(((2-hydroxyethyl)thio)(phenyl)methyl)phenol-13C C(C)(C)(C)C1=[13C](C(=CC(=C1)C(C1=CC=CC=C1)SCCO)C(C)(C)C)O